COC(C1=C(C=CC(=C1)NCC1OCC1)OC)=O 2-methoxy-5-((oxetan-2-ylmethyl)amino)benzoic acid methyl ester